NCC(=O)N[C@H](C)C(=O)N1CC(C1)OC1C=2C=CC=C(C2O[B-](C1)(O)O)C(=O)O ([1-(glycyl-D-alanyl)azetidin-3-yl]oxy)-4,4-dihydroxy-5-oxa-4-boranuidabicyclo[4.4.0]deca-1(6),7,9-triene-7-carboxylic acid